CC=1C(C(=CNC1)C=O)=O 1,4-DIHYDRO-5-METHYL-4-OXO-3-PYRIDINECARBOXALDEHYDE